COC1=CC=C(C=C1)C=1N=NN(C1C=O)C 4-(4-methoxyphenyl)-1-methyl-1H-1,2,3-triazole-5-carbaldehyde